(S)-6-chloro-1-(((S)-tetrahydro-2H-pyran-3-yl)methyl)-2,3,4,9-tetrahydro-1H-pyrido[3,4-b]indole ClC=1C=C2C3=C(NC2=CC1)[C@@H](NCC3)C[C@H]3COCCC3